ClC=1C=CC2=C([C@@H](C[C@@H](O2)C(=O)NC23CC(C2)(C3)N3C([C@H](CC3)C3=CC=C(C=C3)Cl)=O)O)C1 |o1:20| (2R,4R)-6-chloro-N-{3-[(3R*)-3-(4-chlorophenyl)-2-oxopyrrolidin-1-yl]bicyclo[1.1.1]pentan-1-yl}-4-hydroxy-3,4-dihydro-2H-1-benzopyran-2-carboxamide